[Si](C)(C)(C(C)(C)C)OCC1(CC1)COC1=NC2=C(C(=NC=C2C(=C1)N1C[C@@](CCC1)(O)C)C1=CC(=CC2=CC=C(C(=C12)CC)F)OCOC)F (R)-1-(2-((1-(((tert-butyldimethylsilyl)oxy)methyl)cyclopropyl)methoxy)-7-(8-ethyl-7-fluoro-3-(methoxymethoxy)naphthalen-1-yl)-8-fluoro-1,6-naphthyridin-4-yl)-3-methylpiperidin-3-ol